C(=O)C1N(C([NH+](C1)C)C)C 4-Formyl-1,2,3-trimethylimidazolinium